2-methyl-4-(2,6,6-trimethylcyclohexen-1-yl)-2-butenal CC(C=O)=CCC1=C(CCCC1(C)C)C